octahydro-benzo[d]imidazole N1CNC2C1CCCC2